1-(6-spiro[2H-benzofuran-3,1'-cyclopropane]-4-yl-oxy-3-pyridyl)-3H-imidazo[4,5-b]pyridin-2-one C12(CC1)COC1=C2C(=CC=C1)OC1=CC=C(C=N1)N1C(NC2=NC=CC=C21)=O